ClCCOC(NC(C#C)(C)C)=O (1,1-Dimethyl-prop-2-ynyl)-carbamic acid 2-chloro-ethyl ester